C1(CC1)C1=C(C(=NO1)C=1C=NC(=CC1)C)COC1=CC=C(C=N1)C(=O)N[C@@H](CCC)CO 6-((5-Cyclopropyl-3-(6-methyl-3-pyridyl)isoxazol-4-yl)methoxy)-N-((1S)-1-(hydroxymethyl)butyl)pyridin-3-carboxamid